2-[17-(tert-butoxycarbonylamino)-6-hydroxy-6,15-bis(trifluoromethyl)-19-oxa-3,4,13,18-tetrazatricyclo[12.3.1.12,5]nonadeca-1(17),2,4,14(18),15-pentaen-13-yl]acetic acid C(C)(C)(C)OC(=O)NC=1C=C(C=2N(CCCCCCC(C3=NN=C(C1N2)O3)(C(F)(F)F)O)CC(=O)O)C(F)(F)F